4-((3-(4-(((3R,4S)-3-fluoropiperidin-4-yl)amino)-1-(2,2,2-trifluoroethyl)-1H-indol-2-yl)prop-2-yn-1-yl)amino)-3-methoxy-N-methylbenzamide F[C@@H]1CNCC[C@@H]1NC1=C2C=C(N(C2=CC=C1)CC(F)(F)F)C#CCNC1=C(C=C(C(=O)NC)C=C1)OC